[C@@H]1(CC12CCNCC2)C[C@@H](C)OC2=CC(=C(C(=O)N(C)C)C=C2)Cl |o1:0,9| 4-((R or S)-1-((R or S)-6-azaspiro[2.5]octan-1-yl)propan-2-yloxy)-2-chloro-N,N-dimethylbenzamide